CS(=O)(=O)[O-].[Zn+2].CS(=O)(=O)[O-] zinc (II) methanesulfonate